methoxymethyl 4-(benzyloxy)-3-bromo-6-methoxy-2,5-dimethylbenzoate C(C1=CC=CC=C1)OC1=C(C(=C(C(=O)OCOC)C(=C1C)OC)C)Br